(3S)-1-[7-(4-chloro-2-methylsulfonyl-phenyl)-2-azaspiro[3.5]nonane-2-carbonyl]pyrrolidine-3-carboxamide ClC1=CC(=C(C=C1)C1CCC2(CN(C2)C(=O)N2C[C@H](CC2)C(=O)N)CC1)S(=O)(=O)C